8-bromo-2-chloro-7-fluoro-3,6-dimethyl-quinazolin-4-one BrC=1C(=C(C=C2C(N(C(=NC12)Cl)C)=O)C)F